methyl 2-(2-chloro-6-methoxypyrimidin-4-yl)-2-methylpropionate ClC1=NC(=CC(=N1)C(C(=O)OC)(C)C)OC